cyclopropyl(3-(6-(1-methyl-1H-pyrazol-4-yl)pyrrolo[2,1-f][1,2,4]triazin-4-yl)-3,8-diazabicyclo[3.2.1]octan-8-yl)methanone C1(CC1)C(=O)N1C2CN(CC1CC2)C2=NC=NN1C2=CC(=C1)C=1C=NN(C1)C